NC=1C=CC(=NC1C)C=1C=NN(C1NC(O[C@H](C)C1CCCC1)=O)C (R)-1-cyclopentylethyl (4-(5-amino-6-methylpyridin-2-yl)-1-methyl-1H-pyrazol-5-yl)carbamate